2-(2-chloro-4-(6-((4-chlorobenzyl)oxy)pyridin-2-yl)-5-fluorobenzyl)-4-fluoro-1-(2-methoxyethyl)-1H-benzo[d]imidazole-6-carboxylic acid ClC1=C(CC2=NC3=C(N2CCOC)C=C(C=C3F)C(=O)O)C=C(C(=C1)C1=NC(=CC=C1)OCC1=CC=C(C=C1)Cl)F